FC1(CCN(CC1)C(=O)C1=CC2=C(S1)C(=CC=C2)C=2C=C1C=NN(C(C1=CC2)=O)C)F 6-(2-(4,4-difluoropiperidine-1-carbonyl)benzo[b]thiophen-7-yl)-2-methylphthalazin-1(2H)-one